ClC1=C(C(=O)[O-])C=C(C(=C1)F)C1=NC=C(C=C1Cl)C(F)(F)F 2-chloro-5-[3-chloro-5-(trifluoromethyl)-2-pyridinyl]-4-fluoro-benzoate